NC1=C(C=C(C(=O)OC)C=C1)NCC1S(CC1)(=O)=O methyl 4-amino-3-(((1,1-dioxidothietan-2-yl)methyl)amino)benzoate